5-{[(tert-butyldimethylsilyl)oxy]methyl}-1-[(2,4-dichloro-pyrimidin-5-yl)methyl]pyrrolidin-2-one [Si](C)(C)(C(C)(C)C)OCC1CCC(N1CC=1C(=NC(=NC1)Cl)Cl)=O